N-(4-isocyanato-2-(trifluoromethyl)phenyl)acrylamide N(=C=O)C1=CC(=C(C=C1)NC(C=C)=O)C(F)(F)F